[Co].[Sn] Tin-cobalt